FC1(CCN(CC1)C1=CN=CC(=N1)N)F 6-(4,4-Difluoropiperidin-1-yl)pyrazin-2-amine